COC(CC(=O)NC1=C(CCN(C1)C(=O)OC(C)(C)C)C(=O)OCC)=O 1-(tert-butyl) 4-ethyl 5-(3-methoxy-3-oxopropanamido)-3,6-dihydropyridine-1,4(2H)-dicarboxylate